CN(CC(COCCCCCCCC\C=C/C\C=C/CCCCC)OC(CCC)O[C@@H]1CC2=CC[C@H]3[C@@H]4CC[C@H]([C@@H](CCCC(C)C)C)[C@]4(CC[C@@H]3[C@]2(CC1)C)C)C 3-Dimethylamino-2-(Cholest-5-ene-3beta-oxybutane-4-oxy)-1-(cis,cis-9,12-octadecadienoxy)propane